C(C1=CC=CC=C1)(=O)OCCCCCCC(C)C.[N] nitrogen Isononyl benzoate